FC(C1=NC=CC=C1SC=1N=C2C(=NC1)NC(=N2)N2CC(OCC2)C(C)N)(F)F 1-(4-(5-((2-(trifluoromethyl)pyridin-3-yl)thio)-1H-imidazo[4,5-b]pyrazin-2-yl)morpholin-2-yl)ethan-1-amine